[N+](=O)([O-])C1=CC=C2C=CN=C(C2=C1)OC[C@@H](C)NC(OC(C)(C)C)=O tert-butyl N-[(2R)-1-[(7-nitroisoquinolin-1-yl)oxy]propan-2-yl]carbamate